BrC\C(=C/CCl)\C1=CC=C(C=C1)C1=CC=CC=C1 (Z)-4-(1-bromo-4-chlorobut-2-en-2-yl)-1,1'-biphenyl